6-(aminomethyl)pyridine-2-carboxamide NCC1=CC=CC(=N1)C(=O)N